OCCN1CC(CC1)CNC(=O)C1CCC(CC1)C1=NC(=NO1)C1=CC=C(C=C1)OC N-((1-(2-hydroxyethyl)pyrrolidin-3-yl)methyl)-4-(3-(4-methoxyphenyl)-1,2,4-oxadiazol-5-yl)cyclohexane-1-carboxamide